but-2-en-1-one formic acid salt C(=O)O.C(C=CC)=O